OCC(CC=1N=CNC(C1O)=O)C1=CC=C(C=C1)C#CC1=CC=C(CN[C@H]2CN(CC2)CC(=O)O)C=C1 2-((3R)-3-((4-((4-(1-hydroxy-3-(5-hydroxy-6-oxo-1,6-dihydropyrimidin-4-yl)propan-2-yl)phenyl)ethynyl)benzyl)amino)pyrrolidin-1-yl)acetic acid